6-(2-(1H-tetrazol-5-yl)phenyl)-N2-benzyl-N2-isobutyl-N4-(quinolin-2-yl)pyridine-2,4-diamine N1N=NN=C1C1=C(C=CC=C1)C1=CC(=CC(=N1)N(CC(C)C)CC1=CC=CC=C1)NC1=NC2=CC=CC=C2C=C1